C(CCCCCC)C1OCCC(C1)=C 2-heptyl-4-methylenetetrahydro-2H-pyran